C1(CCCCC1)[C@H](C(=O)N[C@@H](C(=O)NC(C)C)CCCC1=CC=CC=C1)NC(=O)[C@H]1NCCCC1 (S)-N-((R)-1-cyclohexyl-2-(((R)-1-(isopropylamino)-1-oxo-5-phenylpentan-2-yl)amino)-2-oxoethyl)piperidine-2-carboxamide